tetrahydropyrido[3,2-f][1,4]oxazepine-8-carboxamide O1CCNCC2=C1N=C(C=C2)C(=O)N